6-iodo-1-isopropyl-indol-4-amine IC=1C=C(C=2C=CN(C2C1)C(C)C)N